C[C@@H]1[C@H]([C@H]([C@H]([C@@H](O1)O[C@H]2CC[C@@]3([C@@H]4[C@@H](CC[C@@]3(C2)O)[C@]5(CC[C@@H]([C@]5(C[C@H]4O)C)C6=CC(=O)OC6)O)C=O)O)O)O[C@H]7[C@@H]([C@@H]([C@@H]([C@H](O7)CO)O)O)O The molecule is a cardenolide glycoside that is 3,5,11,14-tetrahydroxy-19-oxocard-20(22)-enolide glycosylated at position 3 by a beta-allosyl-(1->4)-beta-6-deoxyallosyl group. Isolated from Elaeodendron alluaudianum, it exhibits antiproliferative activity against human ovarian cancer and human histiocytic lymphoma cell lines. It has a role as a metabolite and an antineoplastic agent. It is a cardenolide glycoside, a hydroxy steroid, a steroid lactone and a steroid aldehyde.